ClC1=C(C(=CC=C1F)F)C(C)OC=1C(=NC=C(C1)OCC(CC)CC)N 3-[1-(2-chloro-3,6-difluoro-phenyl)-ethoxy]-5-(2-ethyl-butoxy)-pyridin-2-ylamine